1-(6-((4-(4-(3-(quinolin-4-yl)pyrazolo[1,5-a]pyrimidin-6-yl)phenyl)piperazin-1-yl)methyl)pyridazin-3-yl)dihydropyrimidine-2,4(1H,3H)-dione N1=CC=C(C2=CC=CC=C12)C=1C=NN2C1N=CC(=C2)C2=CC=C(C=C2)N2CCN(CC2)CC2=CC=C(N=N2)N2C(NC(CC2)=O)=O